1-(4-(2-chlorobenzyl)-3,4-dihydroquinoxaline-1(2H)-yl)-3-(pyrrolidin-1-yl)propan-1-one ClC1=C(CN2CCN(C3=CC=CC=C23)C(CCN2CCCC2)=O)C=CC=C1